CC=1OC=C2C1SCC2 6-methyl-2,3-dihydrothieno[2,3-c]furan